1-methyl-3-(trimethylsilyl)propyl-imidazole chloride [Cl-].CC(CC[Si](C)(C)C)C=1NC=CN1